cis-racemic-tert-butyl 4-amino-3-methylpiperidine-1-carboxylate N[C@@H]1[C@@H](CN(CC1)C(=O)OC(C)(C)C)C |r|